C(C1=CC=CC=C1)SC1=CC(=CC=C1)COCC 1-(benzylthio)-3-(ethoxymethyl)benzene